C(\C=C\C(=O)O)(=O)O.NC(CCN(CCC(C(C)C)N1CC2(C1)CN(CC2)C=2N=CN=NC2OC2=C(C(=O)N(C(C)C)CC)C=C(C=C2)F)C)=O 2-((5-(2-(1-((3-amino-3-oxopropyl)(methyl)amino)-4-methylpentan-3-yl)-2,6-diazaspiro[3.4]octan-6-yl)-1,2,4-triazin-6-yl)oxy)-N-ethyl-5-fluoro-N-isopropylbenzamide fumarate